1-(4-(4-amino-8-fluoro-6,7-dimethoxyquinazolin-2-yl)piperazin-1-yl)-2-((2S,3aS,6aS)-octahydrocyclopenta[b]pyrrol-2-yl)ethan-1-one hydrochloride Cl.NC1=NC(=NC2=C(C(=C(C=C12)OC)OC)F)N1CCN(CC1)C(C[C@@H]1C[C@H]2[C@@H](N1)CCC2)=O